CC1(COB(O1)C=1C=CC2=C(N(C(O2)=O)CC(C)(C)O)C1)C 5-(5,5-dimethyl-1,3,2-dioxaborolan-2-yl)-3-(2-hydroxy-2-methylpropyl)-1,3-benzoxazol-2(3H)-one